CCCCCC\C=C\CCC (E)-7-undecene